COC(=O)C1(C(N(C1C)CC)C)C1=CC=C(C=C1)OC 1-ethyl-3-(4-methoxyphenyl)-2,4-dimethyl-azetidine-3-carboxylic acid methyl ester